N-Cbz-aminocaprylic acid C(=O)(OCC1=CC=CC=C1)NC(C(=O)O)CCCCCC